N-methyl-N-{[(methanesulfonyl)oxy]methylene}methylammonium chloride [Cl-].C[NH2+]C=COS(=O)(=O)C